dimethylanilinium tetrakis(pentafluorophenyl)borate salt FC1=C(C(=C(C(=C1[B-](C1=C(C(=C(C(=C1F)F)F)F)F)(C1=C(C(=C(C(=C1F)F)F)F)F)C1=C(C(=C(C(=C1F)F)F)F)F)F)F)F)F.C[NH+](C1=CC=CC=C1)C